1-(3,4-dimethyl-2-phenyl-2H-pyrazolo[3,4-d]pyridazin-7-yl)-N-(3-morpholinopropyl)piperidine-3-carboxamide CC=1N(N=C2C(=NN=C(C21)C)N2CC(CCC2)C(=O)NCCCN2CCOCC2)C2=CC=CC=C2